BrC=1C=C(C=C2CN(C(C12)=O)C1C(NC(CC1)=O)=O)CN1C2CN(CC1C2)C2=CC=CNN2C2CCC(CC2)OC2=CC(=C(C=C2)C#N)Cl 6-(6-((7-bromo-2-(2,6-dioxopiperidin-3-yl)-1-oxoisoindoline-5-yl)methyl)-3,6-Diazabicyclo[3.1.1]heptane-3-yl)-N-((1r,4r)-4-(3-chloro-4-cyanophenoxy)cyclohexyl)pyridazine